ClC1=NN(C=C1C(=O)N1[C@@H](C2=C(CC1)NC=N2)C2=NN1C(C=CC=C1)=C2)C (S)-(3-chloro-1-methyl-1H-pyrazol-4-yl)(4-(pyrazolo[1,5-a]pyridin-2-yl)-6,7-dihydro-1H-imidazo[4,5-c]pyridin-5(4H)-yl)methanone